NC=1N=CN(C(C1C(=O)NC1=CC(=CC=C1)[C@H]1N[C@H](CC1)C)=O)C1=C(C=CC=C1Cl)Cl 4-amino-1-(2,6-dichlorophenyl)-N-(3-((2S,5S)-5-methylpyrrolidin-2-yl)phenyl)-6-oxo-1,6-dihydropyrimidine-5-carboxamide